NC=1N=NC(=CC1C#CC1(CCC(CC1)=O)OC)C1=C(C=CC=C1)O 4-((3-amino-6-(2-hydroxyphenyl)pyridazin-4-yl)ethynyl)-4-methoxycyclohexan-1-one